3-((7-(5-chloro-2-(((S)-pyrrolidin-3-yl)oxy)pyridin-3-yl)thieno[3,2-b]pyridin-2-yl)methyl)-6,6-dimethyl-3-azabicyclo[3.1.0]hexane-2,4-dione ClC=1C=C(C(=NC1)O[C@@H]1CNCC1)C1=C2C(=NC=C1)C=C(S2)CN2C(C1C(C1C2=O)(C)C)=O